C(C=C)O\N=C(/N)\C1=C(C=NN1C)OC1=CC(=CC=C1)C(F)(F)F (Z)-N'-(allyloxy)-1-methyl-4-(3-(trifluoromethyl)phenoxy)-1H-pyrazole-5-carboximidamide